OC1=C(C=C(C=C1)C=1SC=CC1)NC(=O)C1=CC=C(C=C1)S(=NC(OC(C)(C)C)=O)(=O)C tert-butyl N-[[4-[[2-hydroxy-5-(2-thienyl)phenyl]carbamoyl]phenyl]-methyl-oxo-sulfanylidene]carbamate